6-[(1S,4S)-5-Methyl-2,5-diazabicyclo[2.2.1]heptan-2-yl]-N-{2-[3-(pyrrolidine-1-carbonyl)phenyl]-[1,3]thiazolo[5,4-c]pyridin-6-yl}pyridin-2-amine CN1[C@@H]2CN([C@H](C1)C2)C2=CC=CC(=N2)NC2=CC1=C(C=N2)SC(=N1)C1=CC(=CC=C1)C(=O)N1CCCC1